C1=CC=CC=2C3=CC=CC=C3N(C12)C1=CC=C(C=C1)N 4-(carbazol-9-yl)-phenyl-amine